O=C1NC(CCC1N1C(N(C2=C1C=CC=C2C2CC(C2)OC2CCN(CC2)C(=O)OC(C)(C)C)C)=O)=O Tert-butyl 4-[3-[1-(2,6-dioxo-3-piperidyl)-3-methyl-2-oxo-benzimidazol-4-yl]cyclobutoxy]piperidine-1-carboxylate